NC1=C(C=CC(=C1)Cl)S 2-amino-4-chlorobenzene-thiol